NC1=NC=C(C2=C1C(=NN2C2CC2)C2=CC(=C(C=C2)NS(=O)(=O)C2=C(C=CC=C2)Cl)F)C2CCC(CC2)NC2COC2 N-(4-(4-amino-1-cyclopropyl-7-((1r,4r)-4-(oxetan-3-ylamino)cyclohexyl)-1H-pyrazolo[4,3-c]pyridin-3-yl)-2-fluorophenyl)-2-chlorobenzenesulfonamide